2,2-dimethylpropyl 2-[[2-[4-(1-methyl-1,2,4-triazol-3-yl)pyridazin-1-ium-1-yl]acetyl]amino]ethanesulfonate bromide [Br-].CN1N=C(N=C1)C1=CN=[N+](C=C1)CC(=O)NCCS(=O)(=O)OCC(C)(C)C